ethyl 5,6-dihydroxyindole-2-carboxylate OC=1C=C2C=C(NC2=CC1O)C(=O)OCC